CC(C)(C=C)C1=C(C2=CC=CC=C2N1)C[C@H]3C(=O)N4CCC[C@H]4C(=O)N3 The molecule is a cyclic dipeptide that is brevianamide F (cyclo-L-Trp-L-Pro) substituted at position 2 on the indole ring by a 1,1-dimethylallyl group. It is a dipeptide, a member of indoles, a pyrrolopyrazine and an indole alkaloid. It derives from a brevianamide F.